2-((6-Cyanopyridin-2-yl)amino)-N-(2-(2-methyl-1H-indol-3-yl)ethyl)pyrimidine-5-carboxamide C(#N)C1=CC=CC(=N1)NC1=NC=C(C=N1)C(=O)NCCC1=C(NC2=CC=CC=C12)C